6-(6-cyclopropyl-7-methoxyimidazo[1,2-b]pyridazin-3-yl)-N-((3S,4S)-4-fluoropyrrolidin-3-yl)pyrazin-2-amine C1(CC1)C=1C(=CC=2N(N1)C(=CN2)C2=CN=CC(=N2)N[C@H]2CNC[C@@H]2F)OC